FC=1C=C(C=CC1)C1=CC=C2C=3C=C(C(=CC3C(C2=C1)=O)OC)N1C=NC(=C1)C 7-(3-fluorophenyl)-2-methoxy-3-(4-methyl-1H-imidazol-1-yl)-9H-fluoren-9-one